BrC=1C=C(C=CC1)C1(C(C1)(F)F)CN (1-(3-bromophenyl)-2,2-difluorocyclopropyl)methylamine